C(C)(=O)O.CC(C1=CC[C@H]2[C@@H]3CCC4CCCC[C@]4(C)[C@H]3CC[C@]12C)=O pregnenone acetate